C(C)C1(CCC(CC1)C1=C2N(N=C1CN(CCNC)C)CCC2)COCC(F)(F)F N1-((3-((1r,4r)-4-ethyl-4-((2,2,2-trifluoroethoxy)-methyl)cyclohexyl)-5,6-dihydro-4H-pyrrolo[1,2-b]-pyrazol-2-yl)methyl)-N1,N2-dimethylethane-1,2-diamine